manganous pentoxide [O-]OOO[O-].[Mn+2]